(S)-5-bromo-N-methyl-N-(1-(6-(pyrrolidin-1-yl)pyridin-3-yl)ethyl)pyridin-2-amine BrC=1C=CC(=NC1)N([C@@H](C)C=1C=NC(=CC1)N1CCCC1)C